ClC=1C=CC(=NC1)CN1C(=NC=2N(C(N(C(C12)=O)CCCO)=O)C)OC1=C(C(=CC=C1)F)F 7-((5-chloropyridin-2-yl)methyl)-8-(2,3-difluorophenoxy)-1-(3-hydroxypropyl)-3-methyl-1H-purine-2,6(3H,7H)-dione